3-(4-fluorophenyl)-4-(pyridin-4-yl)-1H-pyrrole-2-carboxylic acid methyl ester COC(=O)C=1NC=C(C1C1=CC=C(C=C1)F)C1=CC=NC=C1